N-[(1R)-1-[3-(1,3-Dimethylpyrazol-4-yl)-5-methoxy-phenyl]ethyl]-2-methyl-5-(2-methyl-1,3,3a,4,6,6a-hexahydropyrrolo[3,4-c]pyrrol-5-yl)benzamide CN1N=C(C(=C1)C=1C=C(C=C(C1)OC)[C@@H](C)NC(C1=C(C=CC(=C1)N1CC2C(C1)CN(C2)C)C)=O)C